C(C)(C)(C)OC(NC1CCC(CC1)C(N)=O)=O (4-carbamoyl-cyclohexyl)-carbamic acid tert-butyl ester